C(CCCCC(=O)OC1CC(N(C(C1)(C)C)C)(C)C)(=O)OC1CC(N(C(C1)(C)C)C)(C)C bis(1-methyl-2,2,6,6-tetramethyl-4-piperidyl) adipate